C1(=CC=CC=C1)P([O-])(=O)C(C1=C(C=C(C=C1C)C)C)=O.[Li+].ClC1=C(C=C(C=C1)F)CC(=O)NC1=CC(=C(C=C1)OC1=CC(=CC=C1)Cl)S(N)(=O)=O 2-(2-chloro-5-fluorophenyl)-N-[4-(3-chlorophenoxy)-3-sulfamoylphenyl]acetamide lithium phenyl(2,4,6-trimethyl-benzoyl)phosphinate